2-[[5-(3,4-Dichlorophenyl)-2-furanyl]methylene]-2,3-dihydro-1H-inden-1-one ClC=1C=C(C=CC1Cl)C1=CC=C(O1)C=C1C(C2=CC=CC=C2C1)=O